C(C1=CC=CC=C1)OC=1C=C2C(=C(N(C2=CC1)CC1=CC=C(OCCCCN2CCN(CC2)C(COC2=CC=C(C=C2)N2C(NC(CC2)=O)=O)=O)C=C1)C1=CC=C(C=C1)OCC1=CC=CC=C1)C 1-(4-(2-(4-(4-(4-((5-(Benzyloxy)-2-(4-(benzyloxy)phenyl)-3-methyl-1H-indol-1-yl)methyl)phenoxy)butyl)piperazin-1-yl)-2-oxoethoxy)phenyl)dihydropyrimidine-2,4(1H,3H)-dione